(E)-8-decene-5-olide C1(CCCC(CC\C=C\C)O1)=O